(2R,3S)-3-amino-1-(4-(8-chloro-5,6-dihydro-11H-benzo-[5,6]cyclohepta[1,2-b]pyridin-11-ylidene)-piperidin-1-yl)-4-phenylbutan-2-ol N[C@H]([C@@H](CN1CCC(CC1)=C1C2=C(CCC=3C1=NC=CC3)C=C(C=C2)Cl)O)CC2=CC=CC=C2